6-bromo-N-[1-(2-pyrimidin-2-yl-1,2,4-triazol-3-yl)ethyl]-8-(trifluoromethyl)-[1,2,4]triazolo[4,3-a]pyridin-3-amine BrC=1C=C(C=2N(C1)C(=NN2)NC(C)C=2N(N=CN2)C2=NC=CC=N2)C(F)(F)F